FC1=C(C(=C(C(=C1OC(CC1=NC(=C2NC=NC2=N1)N)=O)F)F)F)F adenineacetic acid pentafluorophenyl ester